9-(2,6-dimethyl-4-prop-1-ynyl-phenyl)-N-methyl-8,10-dioxo-3-azaspiro[5.5]undecane-3-sulfonamide CC1=C(C(=CC(=C1)C#CC)C)C1C(CC2(CCN(CC2)S(=O)(=O)NC)CC1=O)=O